2-(4-((4-(4-Methoxyphenyl)-5-oxo-4,5-dihydro-1H-1,2,4-triazol-1-yl)-methyl)-2,6-dimethylphenoxy)-2-methylpropionic acid COC1=CC=C(C=C1)N1C=NN(C1=O)CC1=CC(=C(OC(C(=O)O)(C)C)C(=C1)C)C